4-[N-(1-cyclopropyl-5-methyl-6-oxo-1,6-dihydropyridin-3-yl)carbamoylamino]-4-methylpiperidine-1-carboxylic acid tert-butyl ester C(C)(C)(C)OC(=O)N1CCC(CC1)(C)NC(NC1=CN(C(C(=C1)C)=O)C1CC1)=O